COC=1C=C2CCN(CC2=CC1NC1=NC=C2C(=N1)N(N=C2)[C@@H]2C[C@H](CC2)C(=O)O)C |r| rac-(1S,3S)-3-(6-((6-methoxy-2-methyl-1,2,3,4-tetrahydroisoquinolin-7-yl)amino)-1H-pyrazolo[3,4-d]pyrimidin-1-yl)cyclopentane-1-carboxylic acid